COC1=CC=C(C(=O)NC2=CC=C(C=C2)N2CCN(CC2)C=2C=NC(=CC2)OC)C=C1 4-Methoxy-N-[4-[4-(6-methoxypyridin-3-yl)piperazin-1-yl]phenyl]benzamid